FC1=C(COC2=NC=3N(C=C2)N=CC3C=3C=NN(C3)C3COC3)C=C(C=C1)F 5-((2,5-difluorobenzyl)oxy)-3-(1-(oxetan-3-yl)-1H-pyrazol-4-yl)pyrazolo[1,5-a]pyrimidine